1-(o-nitro-p-methoxycinnamoyl)imidazole [N+](=O)([O-])C1=C(C=CC(=O)N2C=NC=C2)C=CC(=C1)OC